FC(C1CC(C1)NC(=O)NCC1=CC(=CC=C1)C(F)(F)F)F 1-((1r,3r)-3-(difluoromethyl)cyclobutyl)-3-(3-(trifluoromethyl)benzyl)urea